N,N'-(piperazine-1,4-diylbis(propane-3,1-diyl))bis(2-(4-((tert-butyldimethylsilyl)oxy)phenyl)-acetamide) N1(CCN(CC1)CCCNC(CC1=CC=C(C=C1)O[Si](C)(C)C(C)(C)C)=O)CCCNC(CC1=CC=C(C=C1)O[Si](C)(C)C(C)(C)C)=O